ClC=1C=C(CNC(C(C)(C2=NC=C(C=N2)C)C)=O)C=C(C1[C@@H]1C(NC(CC1)=O)=O)Cl (R)-N-(3,5-dichloro-4-(2,6-dioxopiperidin-3-yl)benzyl)-2-methyl-2-(5-methylpyrimidin-2-yl)propanamide